4-(NEOPENTYLOXY)PHENYLBORONIC ACID C(C(C)(C)C)OC1=CC=C(C=C1)B(O)O